Methyl 4-Hydroxy-3-methoxy-5-(1,1-dimethylprop-2-enyl)-benzoate OC1=C(C=C(C(=O)OC)C=C1C(C=C)(C)C)OC